2-(2,6-Dichlorophenoxy)-1-(4-(5-(trifluoromethyl)-1,2,4-oxadiazol-3-yl)phenyl)ethan-1-on ClC1=C(OCC(=O)C2=CC=C(C=C2)C2=NOC(=N2)C(F)(F)F)C(=CC=C1)Cl